C(C)(=O)O[C@@H]1[C@H](O[C@@H]([C@@H]([C@H]1OC(C)=O)OC(C)=O)OC(C(Cl)(Cl)Cl)=N)C(=O)OCC1=CC=CC=C1 (2S,3S,4S,5R,6R)-2-((benzyloxy)carbonyl)-6-(2,2,2-trichloro-1-iminoethoxy)tetrahydro-2H-pyran-3,4,5-triyl triacetate